C1(CCCCC1)N1C(C2=C3C4=C(C(N(C(C4=C(C=C3C1=O)C#N)=O)C1CCCCC1)=O)S2)=O 2,6-dicyclohexyl-1,3,5,7-tetraoxo-1,2,3,5,6,7-hexahydrothieno[2,3,4,5-lmn][3,8]phenanthroline-8-carbonitrile